C(=C)C1=CC=C(COC=2C=C3C=CC(=CC3=CC2)C2(C3=CC=CC=C3C=3C=CC=CC23)C2=CC3=CC=C(C=C3C=C2)OCC2=CC=C(C=C2)C=C)C=C1 9,9-bis(6-((4-vinylbenzyl)oxy)naphthalene-2-yl)-9H-fluorene